1,2-dihydro-2-oxo-6-phenyl-3,5-pyridinedicarboxylic acid O=C1NC(=C(C=C1C(=O)O)C(=O)O)C1=CC=CC=C1